CS(=O)(=O)OCC1=CC=C(C=C1)NC(=O)N[C@@H](CCC(=O)OC(C)(C)C)C(=O)OC(C)(C)C di-tert-butyl ((4-(((methylsulfonyl)oxy)methyl)phenyl)carbamoyl)-L-glutamate